Sodium 3-(((2,2-bis((3,3,4,4,5,5,6,6,7,7,8,8,8-tridecafluorooctyl)oxy)propoxy)carbonyl)amino)propane-1-sulfonate FC(CCOC(COC(=O)NCCCS(=O)(=O)[O-])(C)OCCC(C(C(C(C(C(F)(F)F)(F)F)(F)F)(F)F)(F)F)(F)F)(C(C(C(C(C(F)(F)F)(F)F)(F)F)(F)F)(F)F)F.[Na+]